C[C@H](CC)OC1=C(C=NN1CO)[N+](=O)[O-] (R)-(5-(2-butoxy)-4-nitro-1H-pyrazol-1-yl)methanol